ClC1=C(COC2=CC=CC(=N2)C=2CCN(CC2)C(=O)OC(C)(C)C)C=CC(=C1)Cl tert-Butyl 6-((2,4-dichlorobenzyl)oxy)-3',6'-dihydro-[2,4'-bipyridine]-1'(2'H)-carboxylate